NC1=C(SC2=NC(=C(C=C21)F)C)C(=O)NC2CC=1C=C(C(=NC1CC2)N2CC(C(C2)OC(C)C)N)F 3-amino-N-{2-[3-amino-4-(propan-2-yloxy)pyrrolidin-1-yl]-3-fluoro-5,6,7,8-tetrahydroquinolin-6-yl}-5-fluoro-6-methylthieno[2,3-b]pyridine-2-carboxamide